N-(3-((5-(3-fluoro-4-methylphenyl)-2-((1-methyl-1H-pyrazol-4-yl)amino)pyrimidin-4-yl)oxy)phenyl)acrylamide FC=1C=C(C=CC1C)C=1C(=NC(=NC1)NC=1C=NN(C1)C)OC=1C=C(C=CC1)NC(C=C)=O